1,2,3,4-tetrahydroisoquinoline-6-carboxylic acid methyl ester hydrochloride Cl.COC(=O)C=1C=C2CCNCC2=CC1